1-(benzyloxy)-7-bromo-2-butyl-1H-imidazo[4,5-c]quinoline C(C1=CC=CC=C1)ON1C(=NC=2C=NC=3C=C(C=CC3C21)Br)CCCC